C(C)OC1(C(N(C2=C1C=C1C(=NN=C(C1=C2)C)N[C@H](C)C2=CC(=CC=C2)C(C(C)(C)O)(F)F)C)=O)C 3-ethoxy-1,3,8-trimethyl-5-[[(1R)-1-[3-(1,1-difluoro-2-hydroxy-2-methyl-propyl)phenyl]ethyl]amino]pyrrolo[3,2-g]phthalazin-2-one